3-(3-hydroxyazetidine-1-carbonyl)-4,7-dimethylimidazo[1,5-a]quinazolin-5(4H)-one OC1CN(C1)C(=O)C=1N=CN2C1N(C(C1=CC(=CC=C21)C)=O)C